3-bromo-5,6-dihydroimidazo[1,5-a]pyrazine-7(8H)-carboxylic acid tert-butyl ester C(C)(C)(C)OC(=O)N1CC=2N(CC1)C(=NC2)Br